C(C)(C)(C)C1=C(C=CC=C1)[I+]C1=C(C=CC=C1)C(C)(C)C bis-(2-tert-butylphenyl)iodonium